5-fluoro-N-((1s,2r)-2-(6-fluoro-2,3-dimethylphenyl)-1-(5-oxo-4,5-dihydro-1,3,4-oxadiazol-2-yl)propyl)-4-oxo-chroman-8-sulfonamide FC1=C2C(CCOC2=C(C=C1)S(=O)(=O)N[C@@H]([C@H](C)C1=C(C(=CC=C1F)C)C)C=1OC(NN1)=O)=O